CN1C(=CC=C1)C1=C(CN2CCN(CC2)CC=2C=C3CN(C(C3=CC2)=O)C2C(NC(CC2)=O)=O)C=CC=C1 3-(5-((4-(2-(1-methyl-1H-pyrrol-2-yl)benzyl)piperazin-1-yl)methyl)-1-oxoisoindoline-2-yl)piperidine-2,6-dione